FC(S(=O)(=O)OC1=CC=CC=2OC(OC21)(C)C2=C(C=C(C=C2)Cl)F)(F)F 2-(4-chloro-2-fluorophenyl)-2-methylbenzo[d][1,3]dioxol-4-yl trifluoromethanesulfonate